tert-butyl (6-methyl-5-(2-(1-methyl-1H-pyrazol-4-yl)-1-((2-(trimethylsilyl)ethoxy)methyl)-1H-pyrrolo[2,3-b]pyridine-5-carboxamido)pyridin-3-yl)carbamate CC1=C(C=C(C=N1)NC(OC(C)(C)C)=O)NC(=O)C=1C=C2C(=NC1)N(C(=C2)C=2C=NN(C2)C)COCC[Si](C)(C)C